CN1CCN(CC1)CCN1C(C(C2=CC=CC=C12)=O)=O 1-(2-(4-methylpiperazinyl)ethyl)indoline-2,3-dione